5-(2-chlorophenoxy)-3-((2-(morpholinomethyl)benzyl)amino)-4H-benzo[e][1,2,4]thiadiazine 1,1-dioxide ClC1=C(OC2=CC=CC3=C2NC(=NS3(=O)=O)NCC3=C(C=CC=C3)CN3CCOCC3)C=CC=C1